12'-(1H-indole-2-carbonyl)-4'-methyl-4',7',8',12'-tetraazaspiro[cyclopropane-1,5'-tricyclo[7.4.0.02,7]tridecane] N1C(=CC2=CC=CC=C12)C(=O)N1CCC2NN3CC4(N(CC3C2C1)C)CC4